ClC=1C(=C(C=CC1)C=1C(=C2N(N1)CCC2)C=2C=C1C=NNC1=CC2)F 5-(2-(3-Chloro-2-fluorophenyl)-5,6-dihydro-4H-pyrrolo[1,2-b]pyrazol-3-yl)-1H-indazole